6,2'-O-dimethyl-adenosine CC1(C2=NCN([C@H]3[C@H](OC)[C@H](O)[C@@H](CO)O3)C2=NC=N1)N